BrC1=CC=C(C2=C1CCO2)CC2=NC1=C(N2C[C@H]2OCC2)C=C(C=C1)C(=O)OC (S)-methyl 2-((4-bromo-2,3-dihydrobenzofuran-7-yl) methyl)-1-(oxetan-2-ylmethyl)-1H-benzo[d]imidazole-6-carboxylate